NC1C(NC2=C(C(=N1)C1=CC=CC=C1)C=CC=C2)=O 3-amino-5-phenyl-1,3-dihydro-1,4-benzodiazepin-2-one